[Y].[Zr].[Ti] titanium zirconium yttrium